P(=O)(OC1=C(C(=C(C=C1)[N+](=O)[O-])CCSC(C(C)C)=O)CCSC(C(C)C)=O)([O-])[O-] Bis(S-isobutyroyl-2-mercapto-ethan-1-yl)(4-nitrophenyl) phosphate